FC1=C(C=C(C=C1)CC1=NNC(C2=CC=CC=C12)=O)C1=CC2=C(NC(=N2)NC(=O)NC(C)C)C=C1 1-(5-(2-fluoro-5-((4-oxo-3,4-dihydrophthalazin-1-yl)methyl)phenyl)-1H-benzimidazol-2-yl)-3-isopropylurea